C1(CC1)N1N=C(C(=C1)C(=O)O)C(F)F 1-cyclopropyl-3-(difluoromethyl)-1H-pyrazole-4-carboxylic acid